C(#N)C=1C(NC=CC1)=[Se] cyanopyridineselon